1-[2-hydroxy-3-(7-hydroxy-3,7-dimethyl-octa-2,5-dienyl)-4-methoxyphenyl]-3-(4-hydroxyphenyl)prop-2-en-1-one OC1=C(C=CC(=C1CC=C(CC=CC(C)(C)O)C)OC)C(C=CC1=CC=C(C=C1)O)=O